(R)-3-(2-(hydroxymethyl)-6-vinylpyridin-4-yl)-10-methyl-9,10,11,12-tetrahydro-8H-[1,4]diazepino[5',6':4,5]thieno[3,2-f]quinolin-8-one OCC1=NC(=CC(=C1)C1=NC=2C=CC3=C(C2C=C1)C1=C(S3)C(N[C@@H](CN1)C)=O)C=C